nitrogen Spiro[2.5]octane-4-carboxylic acid methyl ester COC(=O)C1C2(CC2)CCCC1.[N]